[N+](=O)([O-])C1=NC=CC=C1N 2-nitro-pyridin-3-amine